2-((5-fluoroisoindolin-2-yl)methyl)-4H-pyran-4-one FC=1C=C2CN(CC2=CC1)CC=1OC=CC(C1)=O